Trioctylmethylammonium p-toluenesulfonate salt CC1=CC=C(C=C1)S(=O)(=O)[O-].C(CCCCCCC)[N+](C)(CCCCCCCC)CCCCCCCC